Cl.N1C2=C(NC(CC1=O)=O)C=CC1=CC=CC=C12 1H-naphtho[1,2-B][1,4]diazepine-2,4(3H,5h)-dione hydrochloride